COC(C1=C(C=C(C=C1)OC1OCCCC1)N1CCN(CC1)CC=1SC2=C(N1)C=CC=C2)=O 2-(4-(benzo[d]thiazol-2-ylmethyl)piperazin-1-yl)-4-((tetrahydro-2H-pyran-2-yl)oxy)benzoic acid methyl ester